COB(OC)OC.[Li] lithium trimethylborate